dilinoleyl-amide C(CCCCCCC\C=C/C\C=C/CCCCC)[N-]CCCCCCCC\C=C/C\C=C/CCCCC